C1(CC1)CC(=O)NC=1C=C(SC1)C1=CN=CC(=N1)C1=CC(=C(C(=O)N(C2CCN(CC2)C)C)C=C1)OC 4-(6-(4-(2-cyclopropylacetamido)thiophen-2-yl)pyrazin-2-yl)-2-methoxy-N-methyl-N-(1-methylpiperidin-4-yl)benzamide